COC(=O)C1(CC(C1)C1=CN(C2=CC=C(C=C12)OCC1=CC=CC=C1)C1=CC(=C(C=C1)F)C)C.C(C)OCCN(CCC[Si](OC)(OC)OC)CCOCC {3-[bis(ethoxyethyl)amino]Propyl}trimethoxysilane methyl-3-[5-benzyloxy-1-(4-fluoro-3-methyl-phenyl)indol-3-yl]-1-methyl-cyclobutanecarboxylate